3-[3-bromo-4-[(2,4-difluorobenzyl)oxy]-6-methyl-2-oxopyridin-1(2H)-yl]-4-fluoro-N,N-dimethylbenzamide BrC=1C(N(C(=CC1OCC1=C(C=C(C=C1)F)F)C)C=1C=C(C(=O)N(C)C)C=CC1F)=O